4-((1r,4s)-4-(3-bromo-2-(trifluoromethyl)phenoxy)cyclohexyl)butan-1-ol BrC=1C(=C(OC2CCC(CC2)CCCCO)C=CC1)C(F)(F)F